COC1=CC=C(C=N1)C=1N=C(C2=C(N1)C=C(S2)/C=C/C(=O)NC2CCN(CC2)S(=O)(=O)C)N2CCOCC2 (E)-3-(2-(6-methoxy-3-pyridinyl)-4-morpholino-6-thieno[3,2-d]pyrimidinyl)-N-(1-methanesulfonyl-4-piperidinyl)acrylamide